O=C1NC(CCC1C1=NN(C2=C(C(=CC=C12)N1CCN(CC1)C[C@H]1[C@H](CN(CC1)C(=O)OC(C)(C)C)F)F)C)=O tert-butyl (3R,4S)-4-((4-(3-(2,6-dioxopiperidin-3-yl)-7-fluoro-1-methyl-1H-indazol-6-yl)piperazin-1-yl)methyl)-3-fluoropiperidine-1-carboxylate